(R)-N-(5-((6-(3-(3',5-difluoro-[1,1'-biphenyl]-3-yl)isoxazolidin-2-yl)pyrimidin-4-yl)amino)-2-((2-(dimethylamino)ethyl)(methyl)amino)-4-methoxyphenyl)acrylamide FC=1C=C(C=CC1)C1=CC(=CC(=C1)F)[C@@H]1N(OCC1)C1=CC(=NC=N1)NC=1C(=CC(=C(C1)NC(C=C)=O)N(C)CCN(C)C)OC